C(C1=CC=CC=C1)OC(=O)N1CC(C1)OC(CCNC=1N=[N+](C2=C(N1)C=CC(=C2)Br)[O-])=O 3-((3-((1-(Benzyloxycarbonyl)azetidin-3-yl)oxy)-3-oxopropyl)amino)-7-bromo-benzo[e][1,2,4]Triazine-1-oxide